C(C1=CC=CC=C1)OC1=CC=C(C=C1)CC(=N)SCC1=CC=CC=C1 benzyl 2-(4-(benzyloxy)phenyl)ethanimidothioate